5-(2,7-Dimethyl-2H-indazol-5-yl)-2-(piperidin-4-yl)[1,3]thiazolo[5,4-d]pyrimidin CN1N=C2C(=CC(=CC2=C1)C=1N=CC2=C(N1)SC(=N2)C2CCNCC2)C